N-[4-[4-[1-(2-aminoethyl)piperidine-4-carbonyl]piperazine-1-carbonyl]-3-chloro-phenyl]-5-[4-(difluoromethoxy)-2,3-difluoro-phenyl]-1-methyl-imidazole-2-carboxamide NCCN1CCC(CC1)C(=O)N1CCN(CC1)C(=O)C1=C(C=C(C=C1)NC(=O)C=1N(C(=CN1)C1=C(C(=C(C=C1)OC(F)F)F)F)C)Cl